1-(6-((3,4,5,6-tetrahydropyrrolo[3,4-c]pyrrol-2(1H)-yl)sulfonyl)-2,3-dihydro-4H-benzo[b][1,4]oxazin-4-yl)ethan-1-one hydrochloride salt Cl.C1N(CC2=C1CNC2)S(=O)(=O)C2=CC1=C(OCCN1C(C)=O)C=C2